6-morpholino-2-azaspiro[3.4]octane-2-carboxylate O1CCN(CC1)C1CC2(CN(C2)C(=O)[O-])CC1